3-Fluoro-5-[5-(4-fluorophenyl)-6-isopropyl-1H-pyrrolo[2,3-f]indazol-7-yl]benzoic acid FC=1C=C(C(=O)O)C=C(C1)C1=C(N(C=2C=C3C=NNC3=CC21)C2=CC=C(C=C2)F)C(C)C